racemic-(2R,4S)-2-methyl-4-propyl-1,3-oxathiane C[C@@H]1OCC[C@@H](S1)CCC |r|